FC(C12CC(C1)(C2)CO)(F)F [3-(trifluoromethyl)-1-bicyclo[1.1.1]pentanyl]methanol